C1(CC1)C=1N=NN(C1)[C@H](C(=O)N1[C@@H](C[C@H](C1)O)C(=O)NCC(CC)OC1=CC(=CC=C1)C(F)(F)F)C(C)(C)C (2S,4r)-1-[(2S)-2-(4-cyclopropyl-triazol-1-yl)-3,3-dimethyl-butyryl]-4-hydroxy-N-[2-[3-(trifluoromethyl)phenoxy]butyl]pyrrolidine-2-carboxamide